5-(difluoro(phenyl)methyl)-N-((2R,3S)-2,5-dimethyl-4-oxo-2,3,4,5-tetrahydropyrido[3,2-b][1,4]oxazepin-3-yl)-1,3,4-oxadiazole-2-carboxamide FC(C1=NN=C(O1)C(=O)N[C@@H]1C(N(C2=C(O[C@@H]1C)C=CC=N2)C)=O)(C2=CC=CC=C2)F